N-(5-(4-fluorophenyl)-1,3,4-thiadiazol-2-yl)-2-((4-oxo-1-phenyl-4,5-dihydro-1H-pyrazolo[3,4-d]pyrimidin-6-yl)thio)acetamid FC1=CC=C(C=C1)C1=NN=C(S1)NC(CSC=1NC(C2=C(N1)N(N=C2)C2=CC=CC=C2)=O)=O